C1(CC1)OC=1C=CC(=NC1)NC(=O)C=1C(=CC(=C(C1)NC(=O)C1=CN=C(S1)NC(OC(C)(C)C)=O)C=C)F tert-butyl N-[5-[[5-[(5-cyclopropyloxypyridin-2-yl)carbamoyl]-2-ethenyl-4-fluorophenyl]carbamoyl]-1,3-thiazol-2-yl]carbamate